CC1=CN=C(S1)C=1C=C(C(=O)N)C=C(C1)OC[C@@H]1OCCC1 3-(5-methyl-1,3-thiazol-2-yl)-5-[(2R)-tetrahydrofuran-2-ylmethoxy]benzamide